The molecule is an aromatic ether the is the 3-phenoxybenzyl ether of 2-(4-difluorobromomethoxyphenyl)-2-methylpropanol. It has a role as a pyrethroid ether acaricide and a pyrethroid ether insecticide. It is an organobromine compound, an aromatic ether and an organofluorine compound. It derives from a 4-tert-butylphenol. CC(C)(COCC1=CC(=CC=C1)OC2=CC=CC=C2)C3=CC=C(C=C3)OC(F)(F)Br